(11-bromoundecyl)trimethoxysilane BrCCCCCCCCCCC[Si](OC)(OC)OC